(3,5-di-tert-butyl-4-hydroxyphenyl)stearyl alcohol propionate C(CC)(=O)OCCCCCCCCCCCCCCCCCCC1=CC(=C(C(=C1)C(C)(C)C)O)C(C)(C)C